C(C)OC(=O)C1=CC=2C=NC(=CC2S1)Cl 6-Chlorothieno[3,2-c]pyridine-2-carboxylic acid ethyl ester